C(C)C=1N(C=C(N1)C)[Si](C)(C)C 2-ethyl-4-methyl-1-(trimethylsilyl)-1H-imidazole